FC(CCN1CCC(CC1)N1N=CC(=C1)N)(F)F 1-(1-(3,3,3-trifluoropropyl)piperidin-4-yl)-1H-pyrazol-4-amine